OC1=C2C(C=C(OC2=CC(=C1)C1=CC=C(C=C1)OC(F)(F)F)C1=CC=CC=C1)=O 5-hydroxy-2-phenyl-7-(p-trifluoromethoxyphenyl)-chromen-4-one